C(C)(C)(C)OC(=O)N(CC)CC=1N(C2=C(C=[N+](C=3C=CC=CC23)[O-])N1)CCCCN(C(C)=O)C1CCOCC1 2-(((tert-butoxycarbonyl)(ethyl)amino)methyl)-1-(4-{N-(tetrahydro-2H-pyran-4-yl)acetamido}butyl)-1H-imidazo[4,5-c]quinoline 5-oxide